(2R,3R)-N-[(1S)-1-cyano-2-[(3S)-2-oxopyrrolidin-3-yl]ethyl]-1-[(2S)-3,3-dimethyl-2-[(2,2,2-trifluoroacetyl)amino]butanoyl]-3-methoxy-pyrrolidine-2-carboxamide C(#N)[C@H](C[C@H]1C(NCC1)=O)NC(=O)[C@@H]1N(CC[C@H]1OC)C([C@H](C(C)(C)C)NC(C(F)(F)F)=O)=O